exo-3-amino-8-Boc-8-azabicyclo[3.2.1]octane CC(C)(C)OC(=O)N1[C@@H]2CC[C@H]1CC(C2)N